o-tolueneGlycidyl ether CC=1C(=CC=CC1)C1C(COCC2C(O2)C=2C(C)=CC=CC2)O1